C(C)N1C(=NC(=C1)C(F)(F)F)C1=CC=C(CN2C3=NC(=NC=C3N(C2=N)C)C2=C(C=CC=C2)C(F)(F)F)C=C1 9-(4-(1-ethyl-4-(trifluoromethyl)-1H-imidazol-2-yl)benzyl)-7-methyl-2-(2-(trifluoromethyl)phenyl)-7H-purin-8(9H)-imine